D-2-indanyl-glycine C1(CCC2=CC=CC=C12)[C@@H](N)C(=O)O